CN1N=CC(=C1C)[C@H]1[C@@H](CN(C1)C)NC(C(COC1=NC=CC=C1C)(C)C)=O trans-N-(4-(1,5-dimethyl-1H-pyrazol-4-yl)-1-methylpyrrolidin-3-yl)-2,2-dimethyl-3-((3-methylpyridin-2-yl)oxy)propanamide